C(C)(C)(CC)Br t-pentylbromide